CN1N=CC2=CC(=CC(=C12)C)C=1N=C2N(C(C1)=O)C=C(C=C2)N2CCN(CC2)CC 2-(1,7-dimethyl-1H-indazol-5-yl)-7-(4-ethylpiperazin-1-yl)-4H-pyrido[1,2-a]pyrimidin-4-one